BrC1=CC=2N=C(NC(C2S1)=O)[C@H]1N([C@H]2CCCC[C@H]2C1)C(=O)OC(C)(C)C tert-butyl (2S,3aS,7aS)-2-(6-bromo-4-oxo-3,4-dihydrothieno[3,2-d]pyrimidin-2-yl)octahydro-1H-indole-1-carboxylate